3-fluoro-N-(2-(2-fluoro-4-methoxy-3-((1R,3R)-3-methyl-2-(2,2,2-trifluoroethyl)-2,3,4,9-tetrahydro-1H-pyrido[3,4-b]indol-1-yl)phenoxy)ethyl)propan-1-amine FCCCNCCOC1=C(C(=C(C=C1)OC)[C@H]1N([C@@H](CC2=C1NC1=CC=CC=C21)C)CC(F)(F)F)F